3-isocyanatopropyl-Silane N(=C=O)CCC[SiH3]